2,2,2-trifluoroethyl 2-[(4-fluoro-2-methyl-phenyl)methyl-isobutyl-amino]-2-oxo-acetate FC1=CC(=C(C=C1)CN(C(C(=O)OCC(F)(F)F)=O)CC(C)C)C